tert-butyl 4-(2-(4-(((5-fluoro-4-oxo-2-(((tetrahydro-2H-pyran-4-yl)thio)methyl)-3,4-dihydroquinazolin-7-yl)oxy)methyl)piperidin-1-yl)ethyl)piperazine-1-carboxylate FC1=C2C(NC(=NC2=CC(=C1)OCC1CCN(CC1)CCN1CCN(CC1)C(=O)OC(C)(C)C)CSC1CCOCC1)=O